2-methoxyl-butyl-sulfonic Acid O(C)C(CS(=O)(=O)O)CC